C(C)NC(=O)NC=1N=C(C2=C(N1)N=CC=C2)NCC=2C(=NC=CC2)C(F)(F)F 1-ethyl-3-(4-(((2-(trifluoromethyl)pyridin-3-yl)methyl)amino)pyrido[2,3-d]pyrimidin-2-yl)urea